N-(3-sulfopropyl)-N-methylpropeneoxyethyl-N,N-dimethylammonium S(=O)(=O)(O)CCC[N+](C)(C)CCOC(=CC)C